methyl 2-oxo-1-(prop-2-yn-1-yl)-5-vinyl-1,2-dihydropyridine-3-carboxylate O=C1N(C=C(C=C1C(=O)OC)C=C)CC#C